3-(5-(1,3,4-oxadiazol-2-yl)pyridin-3-yl)-5-(benzyloxy)phenyl octylcarbamate C(CCCCCCC)NC(OC1=CC(=CC(=C1)OCC1=CC=CC=C1)C=1C=NC=C(C1)C=1OC=NN1)=O